ClC1=C(C=C(C=C1)C=1NC2=C(C=C(C=C2C1)C(=O)O)C=1N=CN(C1)C)F 2-(4-chloro-3-fluorophenyl)-7-(1-methyl-1H-imidazol-4-yl)-1H-indole-5-carboxylic acid